2,2,2-Trifluoroethyl (S)-2-amino-3-(3-(trifluoromethyl)phenyl)propanoate hydrochloride Cl.N[C@H](C(=O)OCC(F)(F)F)CC1=CC(=CC=C1)C(F)(F)F